m-dinitroterephthalamide [N+](=O)([O-])C1(C(=O)N)CC(=C(C(=O)N)C=C1)[N+](=O)[O-]